FC1=C2C=CNC2=CC(=C1OC=1C=C(C=CC1)C=1NC(=CN1)[C@H](C=1C=C(C=CC1)CC(C(=O)OCC)C)O)F Ethyl 3-(3-((S)-(2-(3-((4,6-difluoro-1H-indol-5-yl)oxy)phenyl)-1H-imidazol-5-yl)(hydroxy)methyl)phenyl)-2-methylpropanoate